C(CCCCCCCCCC(=O)[O-])CCCCCCCC(=O)OOCCCC(CCCCCCCCCCCC)OC(=O)OCCCN(CC)CC (4-(((3-(diethylamino) propoxy) carbonyl) oxy) hexadecyloxy) propane-1,3-diyldioctanoate